C(C=C)(=O)N1C[C@H]2N(C3=C(OC2)C=C(C=C3)C=3C=2N(C=C(C3)Br)N=CC2C#N)CC1 (R)-4-(3-acryloyl-1,2,3,4,4a,5-hexahydrobenzo[b]pyrazino[1,2-d][1,4]oxazin-8-yl)-6-bromopyrazolo[1,5-a]pyridine-3-carbonitrile